COC(C1=C(C=CC=C1)NC(C)C1=C2C=C(N(C(C2=CC(=C1)C)=O)C)Cl)=O.OC1CCOCC1 4-hydroxytetrahydro-2H-pyran methyl-2-((1-(3-chloro-2,7-dimethyl-1-oxo-1,2-dihydroisoquinolin-5-yl)ethyl)amino)benzoate